(3-((1R,3S)-3-(Methylcarbamoyl)cyclohexyl)-1,2,3-oxadiazol-3-ium-5-yl)((3-(2-(o-tolyl)acetamido)-5-(trifluoromethyl)phenyl)-carbamoyl)amide CNC(=O)[C@@H]1C[C@@H](CCC1)[N+]1=NOC(=C1)[N-]C(NC1=CC(=CC(=C1)C(F)(F)F)NC(CC1=C(C=CC=C1)C)=O)=O